C(#N)N1[C@@H]2[C@@H]([C@H](C1)C2)NC(=O)C2=NNC(=C2)C2=C(C=CC=C2)OC2=CC=CC=C2 N-((1S,4S,5R)-2-Cyano-2-azabicyclo[2.1.1]hexan-5-yl)-5-(2-phenoxyphenyl)-1H-pyrazol-3-carboxamid